CC=1C2=C(NC(C1C1=NN(C(C1)C=1N=C(SC1)C)C(CC)=O)=O)SC=C2 4-methyl-5-(5-(2-methylthiazol-4-yl)-1-propionyl-4,5-dihydro-1H-pyrazol-3-yl)thieno[2,3-b]pyridin-6(7H)-one